ClC1=C(C(=O)OC)C=CC(=C1NS(=O)(=O)CC)OC(F)(F)F methyl 2-chloro-3-(ethylsulfonylamino)-4-(trifluoromethoxy)benzoate